triazolo[1,5-c]quinazoline C=1N=NN2C=NC=3C=CC=CC3C21